BrC=1C=C2C=NN(C(C2=C(C1)F)=O)C1CCN(C2(CC2)C1)C(=O)OC(C)(C)C tert-butyl 7-(6-bromo-8-fluoro-1-oxophthalazin-2(1H)-yl)-4-azaspiro[2.5]octane-4-carboxylate